CSC=1C=C(C=CC1)NC(=O)OC1=C(C2=CC=CC=C2C=C1)C1=C(C=CC2=CC=CC=C12)OC(=O)NCCOC(C(=C)C)=O.C(C)OC(CCC)C1=CC=C2C=CC=3C=CC=C1C32 5-(1-ethoxybutyl)acenaphthylene 2-[({[2'-({[3-(Methylsulfanyl)phenyl]carbamoyl}oxy)-1,1'-binaphthyl-2-yl]oxy}carbonyl)amino]ethyl-methacrylate